(R)-8-(2-chloro-4-(oxetan-2-ylmethoxy)phenyl)-6-(1-methylcyclopropoxy)-9-((4-methylpyridin-2-yl)methyl)-9H-purine ClC1=C(C=CC(=C1)OC[C@@H]1OCC1)C=1N(C2=NC=NC(=C2N1)OC1(CC1)C)CC1=NC=CC(=C1)C